C1(CCCC1)CC(=O)C1C(C2=CC=3C(C(C(C3C=C2C1=O)=O)C(CC1CCCC1)=O)=O)=O 2,6-bis(2-cyclopentylacetyl)-1,2,3,5,6,7-hexahydro-s-indacene-1,3,5,7-tetrone